N=1N2C(=NC1)SC=C2 thiazolo[3,2-b]-1,2,4-triazole